1-methyl-3-(piperidin-4-yl)urea hydrochloride Cl.CNC(=O)NC1CCNCC1